Cl.C(C)(C)(C)OC(NC1=CC(=CC(=C1)C(F)(F)F)[C@@H](C)N)=O (R)-(3-(1-aminoethyl)-5-(trifluoromethyl)phenyl)carbamic acid tert-butyl ester hydrochloride